[4-(4-isopropoxy-benzyl)-phenyl]-amine C(C)(C)OC1=CC=C(CC2=CC=C(C=C2)N)C=C1